FC(OC=1C(=CC(=NC1)N1CCN(CC1)C)N)F 5-(difluoromethoxy)-2-(4-methylpiperazin-1-yl)pyridin-4-amine